(3R,4S)-3-((dimethylamino)methyl)-4-(3-methoxyphenyl)piperidin-4-ol hydrochloride Cl.CN(C)C[C@H]1CNCC[C@@]1(O)C1=CC(=CC=C1)OC